ClC1=C(C=C2C=C(N=CC2=C1)NC(=O)[C@@H]1[C@H](C1)C1=NC=CC=C1)[C@@H](CC#N)C (1S,2S)-N-(7-chloro-6-((R)-1-cyanopropan-2-yl)isoquinolin-3-yl)-2-(pyridin-2-yl)cyclopropane-1-carboxamide